2-(4-fluorophenyl)-1,2,3,4-tetrahydroisoquinoline-1-carbonitrile FC1=CC=C(C=C1)N1C(C2=CC=CC=C2CC1)C#N